2,5-dimethoxy-4-nitrobenzoic acid COC1=C(C(=O)O)C=C(C(=C1)[N+](=O)[O-])OC